2,5-dioxopyrrolidin-1-yl formate C(=O)ON1C(CCC1=O)=O